COC(=O)C=1N(C=CC1)CC1CCN(CC1)C(=O)OC(C)(C)C tert-butyl 4-((2-(methoxycarbonyl)-1H-pyrrol-1-yl)methyl)piperidine-1-carboxylate